5-(4-aminophenyl)-4-(3-fluoro-4-((4-methylpyrimidin-2-yl)oxy)phenyl)-1-methyl-1H-pyrazole-3-carboxamide NC1=CC=C(C=C1)C1=C(C(=NN1C)C(=O)N)C1=CC(=C(C=C1)OC1=NC=CC(=N1)C)F